(1s,4s)-4-[2-[1-(2,6-dioxopiperidin-3-yl)-3-methyl-2-oxo-1,3-benzodiazol-5-yl]ethyl]cyclohex-ane-1-carboxylic acid O=C1NC(CCC1N1C(N(C2=C1C=CC(=C2)CCC2CCC(CC2)C(=O)O)C)=O)=O